bis-(bromooxyethyl)phthalimide BrOCCC=1C(=C2C(C(=O)NC2=O)=CC1)CCOBr